COC=1C=C(C=CC1OC)C1=CCCN(C1)CC#CC=1C=2N(C=CC1)C=NN2 8-(3-(5-(3,4-Dimethoxyphenyl)-3,6-dihydropyridin-1(2H)-yl)prop-1-yn-1-yl)-[1,2,4]triazolo[4,3-a]pyridine